1H-indol-3-yl-dithiocarboxylic acid methyl ester CSC(=S)C1=CNC2=CC=CC=C12